ClC=1C=C(CNCCC2=CC(=C(C=C2OC)CO)OC)C=C(C1)C (4-(2-((3-chloro-5-methylbenzyl)amino)ethyl)-2,5-dimethoxyphenyl)methanol